BrC1=CC=C2C(=N1)CCN2C(=O)C=2C=C(CCNC(OC(C)(C)C)=O)C=CC2 tert-butyl (3-(5-bromo-2,3-dihydro-1H-pyrrolo[3,2-b]pyridine-1-carbonyl)phenethyl)carbamate